C1C(CCCCCCCC(=O)[O-])C1CCCCCC 9,10-methylenehexadecanoate